(2,3-difluorobenzyl)phosphonic acid diethyl ester C(C)OP(OCC)(=O)CC1=C(C(=CC=C1)F)F